N-[2-[[(2R)-2-amino-5-guanidino-pentanoyl]amino]ethyl]-4-[[3-(2,3-difluoro-4-pyrimidin-4-yloxy-phenyl)imidazo[1,2-a]pyrazin-8-yl]amino]-2-ethyl-benzamide N[C@@H](C(=O)NCCNC(C1=C(C=C(C=C1)NC=1C=2N(C=CN1)C(=CN2)C2=C(C(=C(C=C2)OC2=NC=NC=C2)F)F)CC)=O)CCCNC(=N)N